[7-[5-[(1R)-1-(3,5-dichloro-4-pyridyl)ethoxy]-1H-indazol-3-yl]-2,3-dihydropyrido[2,3-b][1,4]oxazin-1-yl]-(2-methyl-3-pyridyl)methanone ClC=1C=NC=C(C1[C@@H](C)OC=1C=C2C(=NNC2=CC1)C1=CC2=C(OCCN2C(=O)C=2C(=NC=CC2)C)N=C1)Cl